C(C=C)(=O)N1CC(N(CC1)C=1C2=C(N(C(N1)=O)C=1C(=NC=CC1C)C(C)C)N=C(C1=C2CCC1)C1=C(C=CC=C1O)F)C 1-(4-propenoyl-2-methylpiperazin-1-yl)-6-(2-fluoro-6-hydroxyphenyl)-4-(2-isopropyl-4-methylpyridin-3-yl)-4,7,8,9-tetrahydro-3H-cyclopenta[4,5]pyrido[2,3-d]pyrimidin-3-one